5-Bromo-7-chloro-1-(3,4-difluoro-5-(methoxymethoxy)phenyl)-1H-indazole BrC=1C=C2C=NN(C2=C(C1)Cl)C1=CC(=C(C(=C1)OCOC)F)F